4-methoxyphenyl-benzamide COC1=CC=C(C=C1)C1=C(C(=O)N)C=CC=C1